CC1(CC=C(CC1)C(C)=O)C 1-(4,4-dimethylcyclohexen-1-yl)-ethanon